4-[4-(5-fluoro-pyrimidin-2-yl)-piperazin-1-yl]-aniline FC=1C=NC(=NC1)N1CCN(CC1)C1=CC=C(N)C=C1